FC1=C(CC2=C(C(=O)O)C=CN=C2)C=CC=C1 3-(2-fluorobenzyl)isonicotinic acid